BrC=1N=C(N(C1C1=CC=CC=C1)C)C1CCOCC1 4-bromo-1-methyl-5-phenyl-2-(tetrahydro-2H-pyran-4-yl)-1H-imidazole